7-[[3-(trifluoromethyl)-1H-pyrazol-5-yl]methyl]-2,7-diazaspiro[3.5]nonane FC(C1=NNC(=C1)CN1CCC2(CNC2)CC1)(F)F